(1s,3s)-3-(6-methylthiazolo[5,4-c]pyridin-7-yl)cyclobutyl ((7-chloro-2-(2,6-dioxopiperidin-3-yl)-4-fluoro-3-oxoisoindolin-5-yl)methyl)carbamate ClC=1C=C(C(=C2C(N(CC12)[C@@H]1C(NC(CC1)=O)=O)=O)F)CNC(OC1CC(C1)C=1C2=C(C=NC1C)SC=N2)=O